C1=CC=C(C=C1)COC(=O)N[C@H](CC(=O)N)C(=O)O Z-D-asparagine